2,5-dimethyl-4-hydroxy-3-furanone CC1OC(=C(C1=O)O)C